NCC1=CC(=C(C=C1)NC(=O)C1=CC2=C(OCCC3=C2SC=C3)C=C1C=1C(=NC(=CC1)C(NCCCCO)=O)C(=O)O)C 3-(9-((4-(aminomethyl)-2-methylphenyl)carbamoyl)-4,5-dihydrobenzo[b]thieno[2,3-d]oxepin-8-yl)-6-((4-hydroxybutyl)carbamoyl)picolinic acid